6-(3,4-dichloro-phenyl)-pyrimidine-4-carboxylic acid pyrazin-2-yl-amide N1=C(C=NC=C1)NC(=O)C1=NC=NC(=C1)C1=CC(=C(C=C1)Cl)Cl